BrC=1C=C(C=CC1)N1N=CC(=C1)C(C(=O)OC)C methyl 2-[1-(3-bromophenyl)pyrazol-4-yl]propanoate